2-(2-isopropyl-5-methylcyclohexyl)-2-(3,3-difluoropropyl)-1,3-dimethoxypropane C(C)(C)C1C(CC(CC1)C)C(COC)(COC)CCC(F)F